ClC1=C(C(=O)NC(C(=O)O)CCCCCCCCNC=2SCCCN2)C(=CC=C1)Cl 2-(2,6-dichlorobenzamido)-10-((5,6-dihydro-4H-1,3-thiazin-2-yl)amino)decanoic acid